2-(1-methyl-3-{[5-methyl-1-(2-methylpropyl)-1H-pyrazol-4-yl]amino}-1H-indazol-5-yl)propan-2-ol CN1N=C(C2=CC(=CC=C12)C(C)(C)O)NC=1C=NN(C1C)CC(C)C